C(C)(C)N1C(=NN=C1)C1=CC=CC(=N1)N1C(N(CC1)C1=CC=C(C=C1)NS(=O)(=O)C)=O N-(4-(3-(6-(4-isopropyl-4H-1,2,4-triazol-3-yl)pyridin-2-yl)-2-oxoimidazolidin-1-yl)phenyl)methanesulfonamide